2-((3,5-difluoro-2-methylphenyl)amino)-N-(6-methoxy-2-methylpyridin-3-yl)-5-(trifluoromethyl)benzamide FC=1C(=C(C=C(C1)F)NC1=C(C(=O)NC=2C(=NC(=CC2)OC)C)C=C(C=C1)C(F)(F)F)C